(2R)-1,1-difluoro-2-{5-[1-methyl-4-(trifluoromethyl)-1H-pyrazol-5-yl]-1,2,4-oxadiazol-3-yl}-6-azaspiro[2.5]octane-6-sulfonamide FC1([C@H](C12CCN(CC2)S(=O)(=O)N)C2=NOC(=N2)C2=C(C=NN2C)C(F)(F)F)F